tert-butyl 4-(2-methylsulfinylspiro[6,8-dihydro-5H-quinazoline-7,1'-indane]-4-yl)piperazine-1-carboxylate CS(=O)C1=NC=2CC3(CCC4=CC=CC=C34)CCC2C(=N1)N1CCN(CC1)C(=O)OC(C)(C)C